(1r,2s)-2-(difluoromethyl)-N-(5-(5-methoxybenzo[d]oxazol-2-yl)-8-(methylamino)-2,7-naphthyridin-3-yl)cyclopropane-1-carboxamide FC([C@@H]1[C@@H](C1)C(=O)NC=1N=CC2=C(N=CC(=C2C1)C=1OC2=C(N1)C=C(C=C2)OC)NC)F